N-(2-((2-(dimethylamino)ethyl)(methyl)amino)-4-methoxy-5-((6-((R)-3-(3-methoxyphenyl)isoxazolidine-2-yl)pyrimidine-4-yl)amino)phenyl)acrylamide CN(CCN(C1=C(C=C(C(=C1)OC)NC1=NC=NC(=C1)N1OCC[C@@H]1C1=CC(=CC=C1)OC)NC(C=C)=O)C)C